Br.NCCCN1CN(C=C1)C 1-(3-aminopropyl)-3-methylimidazole hydrobromide